4-((2,3,6-trifluorobenzyl)amino)-2-((1-(2-hydroxyethyl)-1H-pyrazol-4-yl)amino)pyrimidin-5-carboxamide FC1=C(CNC2=NC(=NC=C2C(=O)N)NC=2C=NN(C2)CCO)C(=CC=C1F)F